C(C)(=O)O.[N+](=O)([O-])C=1C(OC2=CC=CC=C2C1)=O nitrocoumarin acetate